C(#N)[C@](C)(CC(F)(F)F)NC(=O)C1=CC(=C2N1CCC1=CC(=C(C=C21)C=2OC(NN2)=O)OC)CC(F)(F)F (S)-N-(2-cyano-4,4,4-trifluorobutan-2-yl)-8-methoxy-9-(5-oxo-4,5-dihydro-1,3,4-oxadiazol-2-yl)-1-(2,2,2-trifluoroethyl)-5,6-dihydropyrrolo[2,1-a]isoquinoline-3-carboxamide